titanium(IV) diisopropoxide bis(ethylacetoacetate) C(C)CC(CC(=O)[O-])=O.C(C)CC(CC(=O)[O-])=O.CC([O-])C.CC([O-])C.[Ti+4]